COS(=O)(=O)OCC(=O)O ((methoxysulfonyl)oxy)acetic acid